ClC1=C(C=CC=C1)C1=C(C=NN1)C(=O)NC1=CC(=CC=C1)C#N 5-(2-chlorophenyl)-N-(3-cyanophenyl)-1H-pyrazole-4-carboxamide